1-(2-(3-((1H-Pyrazol-4-yl)amino)-6-chloro-9H-carbazol-1-yl)ethyl)guanidine N1N=CC(=C1)NC=1C=C(C=2NC3=CC=C(C=C3C2C1)Cl)CCNC(=N)N